C(C1=CC=CC=C1)NC1=C2N=CN(C2=NC=N1)[C@H]1O[C@H]([C@@H]([C@@H]1O)O)C(=O)NC(OCC)=O Ethyl (2S,3S,4R,5R)-2-(6-(benzylamino)-9H-purin-9-yl)-3,4-dihydroxytetrahydrofuran-5-carbonylcarbamate